FC(OC1=C(C=C(C=NO)C=C1)OCC1=CC=C(C=C1)OC)F 4-(difluoromethoxy)-3-((4-methoxybenzyl)oxy)benzaldehyde oxime